NC1=CC(=C2NC3(CCC3)CCCCC[C@](C3=NN=C(C1=N2)O3)(O)C(F)(F)F)C(F)(F)F (6R)-17-amino-6,15-bis(trifluoromethyl)spiro[19-oxa-3,4,13,18-tetrazatricyclo[12.3.1.12,5]nonadeca-1(18),2,4,14,16-pentaene-12,1'-cyclobutane]-6-ol